O=C1N(C(C2=CC=CC=C12)=O)CCCN1C(SCC1=O)=O 3-(3-(1,3-dioxoisoindolin-2-yl)propyl)thiazolidine-2,4-dione